(2S,4r)-N-(1-benzyl-2-thiazol-4-yl-ethyl)-1-[(2S)-2-(4-cyclopropyltriazol-1-yl)-3,3-dimethyl-butyryl]-4-hydroxy-pyrrolidine-2-carboxamide C(C1=CC=CC=C1)C(CC=1N=CSC1)NC(=O)[C@H]1N(C[C@@H](C1)O)C([C@H](C(C)(C)C)N1N=NC(=C1)C1CC1)=O